FC=1C=C(C=CC1F)C=1N=NN(C1)[C@@H]1[C@H]([C@@H](SC=2C=NC(=C(C2)Cl)C#N)O[C@@H]([C@@H]1O)CO)O 5-Chloro-6-cyano-pyridine-3-yl 3-deoxy-3-[4-(3,4-difluorophenyl)-1H-1,2,3-triazol-1-yl]-1-thio-α-D-galactopyranoside